4-(4-indolylpyrimidine-2-ylamino)-N'-benzylidenebenzoyl-hydrazine N1C(=CC2=CC=CC=C12)C1=NC(=NC=C1)NC1=CC=C(C(=O)NN=CC2=CC=CC=C2)C=C1